(±)-(trans)-3-(hydroxymethyl)-4-(4-methoxyphenyl)azepane-1-carboxylate OC[C@@H]1CN(CCC[C@H]1C1=CC=C(C=C1)OC)C(=O)[O-] |r|